[N+](=O)([O-])C=1C=C(C=CC1NCCO)O 3-nitro-N-(2-hydroxyethyl)-4-aminophenol